C(C=C)(=O)N1C[C@@H](CCCC1)N1C(=NC2=C1C(=C(C=C2)OC2CCS(CC2)(=O)=O)Cl)NC(C2=CC(=NC=C2)C)=O (R)-N-(1-(1-propenoylazepan-3-yl)-7-chloro-6-((1,1-dioxo-tetrahydro-2H-thiopyran-4-yl)oxy)-1H-benzo[d]imidazol-2-yl)-2-methylisonicotinamide